[Al].N(=O)N(O)C1=CC=CC=C1.N(=O)N(O)C1=CC=CC=C1.N(=O)N(O)C1=CC=CC=C1 tris(N-nitroso-N-phenylhydroxylamine)-aluminum salt